((1s,3s)-3-((5-(1-(2,2-difluoroethyl)-1H-benzo[d][1,2,3]triazol-6-yl)-4-methoxy-7H-pyrrolo[2,3-d]pyrimidin-2-yl)amino)-1-methylcyclobutyl)(pyrrolidin-1-yl)methanone FC(CN1N=NC2=C1C=C(C=C2)C2=CNC=1N=C(N=C(C12)OC)NC1CC(C1)(C)C(=O)N1CCCC1)F